BrC(C[Si](OCCC)(OCCC)OCCC)Br 2,2-dibromoethyltri-n-propoxysilane